N1[C@H](CNCC1)CC#N (S)-2-(piperazin-2-yl)acetonitrile